FC1=C2CCCC3(CC4(OCCO4)CCC3)C2=CC=C1 5-fluoro-3,4-dihydro-2H-dispiro[naphthalene-1,1'-cyclohexane-3',2''-[1,3]dioxolane]